[N+](=O)([O-])C1=CC=CC(=N1)N1C=CC=2C(=CC=CC12)NC1=CC=C(C=C1)C 1-(6-Nitropyridin-2-yl)-N-(p-tolyl)-1H-indol-4-amine